(S)-4-(2-(4-(2-acetyl-5-chlorophenyl)-5-methoxy-2-oxopyridinium-1(2H)-yl)-3-phenyl-propionamido)benzoic acid C(C)(=O)C1=C(C=C(C=C1)Cl)C1=CC([NH+](C=C1OC)[C@H](C(=O)NC1=CC=C(C(=O)O)C=C1)CC1=CC=CC=C1)=O